1-[1-(5-Chloro-2-ethoxy-4-methyl-3-{1-[(1-methyl-1H-pyrazol-4-yl)carbonyl]azetidin-3-yl}phenyl)ethyl]-3-methyl-1H-pyrazolo[3,4-d]pyrimidin-4-amine Trifluoroacetate FC(C(=O)O)(F)F.ClC=1C(=C(C(=C(C1)C(C)N1N=C(C=2C1=NC=NC2N)C)OCC)C2CN(C2)C(=O)C=2C=NN(C2)C)C